COC1=CC=C(C=C1)\C(=C\C1=CC=C(C=C1)OC)\C1=CC=CC=C1 (E-1,2-bis(4-methoxyphenyl)vinyl)benzene